Tert-butyl octane-6-carboxylate CCCCCC(CC)C(=O)OC(C)(C)C